ClC1=NC=C(C=C1CNC(CC)=O)OC[C@H](C)N(S(=O)(=O)C(F)(F)F)COC N-[[2-chloro-5-[(2S)-2-[methoxymethyl(trifluoromethylsulfonyl)amino]propoxy]-3-pyridyl]methyl]propanamide